ONC(=O)C1=CC2=C(OCC(N2CC=2C=C3CCC(N(C3=CC2)C)=O)=O)C=C1 N-hydroxy-4-((1-methyl-2-oxo-1,2,3,4-tetrahydroquinolin-6-yl)methyl)-3-oxo-3,4-dihydro-2H-benzo[b][1,4]oxazine-6-carboxamide